1-Acetyl-3,5-bis(3,4-methylenedioxybenzylidene)piperidin-4-one C(C)(=O)N1CC(C(C(C1)=CC1=CC2=C(C=C1)OCO2)=O)=CC2=CC1=C(C=C2)OCO1